BrC1=CC=C(C=N1)OCCN(C)C 2-((6-bromopyridin-3-yl)oxy)-N,N-dimethylethan-1-amine